3-((S)-2-Methylpiperazine-1-yl)cyclobutane-1-carboxamide C[C@@H]1N(CCNC1)C1CC(C1)C(=O)N